FC(C[C@@H](C(=O)N1CC2(CC2)C[C@H]1C(=O)N[C@@H](C[C@H]1C(NCC1)=O)C(COC(F)(F)F)=O)O)(C)C (S)-5-((S)-4-fluoro-2-hydroxy-4-methylpentanoyl)-N-((S)-3-oxo-1-((S)-2-oxopyrrolidin-3-yl)-4-(trifluoromethoxy)butan-2-yl)-5-azaspiro[2.4]heptane-6-carboxamide